BrC1=CC=C(C=C1)S(=O)(=O)C=1C(=C(C(=NC1O)CCCC)N(C=1C=C(C#N)C=CC1)C)O 3-((5-((4-bromophenyl)sulfonyl)-2-butyl-4,6-dihydroxypyridin-3-yl)(methyl)amino)benzonitrile